FC1=CC=C(C=C1)[C@H](C(=O)NC1=NC=CC(=C1)C1=C(C2=NC(=CC=C2N1)F)C1=NC=CC=C1)C (2R)-2-(4-fluorophenyl)-N-{4-[5-fluoro-3-(pyridin-2-yl)-1H-pyrrolo[3,2-b]pyridin-2-yl]pyridin-2-yl}propanamide